FC(OC1=NC=CC(=C1)CNC(=O)NCCC(C)(C)C)F 1-[[2-(difluoromethoxy)pyridin-4-yl]methyl]-3-(3,3-dimethylbutyl)urea